ClC1=C(C=CC(=C1)N1C=NN=C1)C(=O)N[C@@]1(CCC=2N(C3=CC=C(C=C3C2C(=O)OC)C)C1)C1=CC(=CC=C1)F methyl (7S)-7-({[2-chloro-4-(4H-1,2,4-triazol-4-yl)phenyl]carbonyl}amino)-7-(3-fluorophenyl)-2-methyl-6,7,8,9-tetrahydropyrido[1,2-a]indole-10-carboxylate